FC(C1=C(C(=C(C(=C1F)F)B(C1=C(C(=C(C(=C1F)F)C(F)(F)F)F)F)C1=C(C(=C(C(=C1F)F)C(F)(F)F)F)F)F)F)(F)F tri(4-trifluoromethyl-2,3,5,6-tetrafluorophenyl)boron